COC=1C(=C(C(=CC1)C)C1=CC2=C(C=3N=C(C(=NC13)C)C)C=C(N=C2)NC(=O)C2CCC2)C N-(5-(3-methoxy-2,6-dimethylphenyl)-2,3-dimethylpyrido[4,3-f]quinoxalin-9-yl)cyclobutanecarboxamide